4-(N-(3-(tert-butyl)-5-cyclopropylbenzyl)-2-(N-((3-(trifluoromethyl)pyridin-4-yl)methyl)-(2,3,4,5,6-pentafluoro-phenyl)sulfonamido)acetamido)-3-methoxybenzoic acid C(C)(C)(C)C=1C=C(CN(C(CN(S(=O)(=O)C2=C(C(=C(C(=C2F)F)F)F)F)CC2=C(C=NC=C2)C(F)(F)F)=O)C2=C(C=C(C(=O)O)C=C2)OC)C=C(C1)C1CC1